C1NCCC12COCCC2 7-Oxa-2-aza-spiro[4.5]decan